Methyl-2-amino-4,7,8,9-tetrahydro-4,8-epimino[1,3]thiazolo[5,4-d]azocine CC12C=NCC(CC3=C1SC(=N3)N)N2